N-(1-(3-bromo-5-(1-(tetrahydro-2H-pyran-2-yl)-1H-pyrazol-3-yl)phenyl)ethyl)-2-methyl-5-(methylsulfonamidomethyl)benzamide BrC=1C=C(C=C(C1)C1=NN(C=C1)C1OCCCC1)C(C)NC(C1=C(C=CC(=C1)CNS(=O)(=O)C)C)=O